C1=C(C=CC2=CC=CC=C12)C(=O)N[C@@H](C(=O)N1[C@@H](CC(C1)=O)C(=O)NC1(CCOCC1)C(C(=O)N)=O)CC1CCCCC1 (S)-1-((R)-2-(2-naphthoylamino)-3-cyclohexylpropionyl)-N-(4-(2-amino-2-oxoacetyl)tetrahydro-2H-pyran-4-yl)-4-oxopyrrolidine-2-carboxamide